C(C)(C)(C)OC(C(CC1OCCOC1)N1C(C=C(C(=C1)OC)C1=C(C=CC(=C1)Cl)C1=NOCC1)=O)=O 2-{4-[5-chloro-2-(4,5-dihydro-1,2-oxazol-3-yl)phenyl]-5-methoxy-2-oxopyridin-1(2H)-yl}-3-[1,4-dioxan-2-yl]propionic acid tert-butyl ester